C12CN(CC(CC1)N2)C2=NC(=NC1=C(C(=C(C=C21)Cl)C=2C(=CC=C1C=NN(C21)C#N)C)F)OC[C@]21CCCN1C[C@@H](C2)F 7-(4-(3,8-diazabicyclo-[3.2.1]octan-3-yl)-6-chloro-8-fluoro-2-(((2R,7aS)-2-fluorotetrahydro-1H-pyrrolizin-7a(5H)-yl)methoxy)-quinazolin-7-yl)-6-methyl-1H-indazole-1-carbonitrile